C(C1=CC=CC=C1)N1C(C=C(C2=CN=C(C(=C12)F)C1=CC(=CC2=CC=C(C(=C12)CC)F)OCOC)N1C[C@](CCC1)(C)O)=O (R)-1-benzyl-7-(8-ethyl-7-fluoro-3-(methoxymethoxy)naphthalen-1-yl)-8-fluoro-4-(3-hydroxy-3-methylpiperidin-1-yl)-1,6-naphthyridin-2(1H)-one